2,3-dicyclohexylguanidin C1(CCCCC1)N=C(N)NC1CCCCC1